4-(thiazol-2-yl)cyclohexanone S1C(=NC=C1)C1CCC(CC1)=O